P(OC1=CC(=C(C(=C1)C(C)(C)C)O)C(C)(C)C)([O-])[O-] (3,5-di-tert-butyl-4-hydroxyphenyl) phosphite